(4-(1-methyl-4-(trifluoromethyl)-1H-imidazol-2-yl)cuban-1-yl)methanol CN1C(=NC(=C1)C(F)(F)F)C12C3C4C5(C(C14)C2C53)CO